BrC1=C(CNC2=C3N=CN(C3=NC=N2)[C@H]2[C@@H](O)[C@H](O)[C@H](O2)CO)C=CC=C1 6-(2-Bromobenzylamino)-9-β-D-arabinofuranosylpurin